C(C)(C)(C)OC(=O)N1C[C@H](OCC1)CNS(=O)(=O)C (S)-2-(methylsulfonylaminomethyl)morpholine-4-carboxylic acid tert-butyl ester